[Cl-].C[Si](=[Zr+](C1C=CC=C1)C1C(=CC2=C(C=3CCCC3C=C12)C1=CC=CC=C1)C)C dimethylsilanediyl-(2-methyl-4-phenyl-1,5,6,7-tetrahydro-s-indacen-1-yl)(cyclopentadienyl)zirconium chloride